COCN1C(=CC2=CC(=CC=C12)[N+](=O)[O-])C(=O)OCC ethyl 1-(methoxymethyl)-5-nitro-1H-indole-2-carboxylate